C1(=CC=CC=C1)N1N=C(C=C1C(F)(F)F)C(F)(F)F phenyl-3,5-bis(trifluoromethyl)-1H-pyrazole